4-(1-methyl-1H-pyrrolo[2,3-b]pyridin-4-yl)-7-((4-methyl-6-((3aS,6aS)-5-methylhexahydropyrrolo[3,4-b]pyrrol-1(2H)-yl)pyridin-2-yl)amino)-2,3-dihydro-1H-pyrrolo[3,4-c]pyridin-1-one CN1C=CC=2C1=NC=CC2C2=NC=C(C1=C2CNC1=O)NC1=NC(=CC(=C1)C)N1[C@H]2[C@@H](CC1)CN(C2)C